tert-Butyl N-[rac-(1S,2S,4R)-7-[(3-bromo-4-hydroxy-phenyl)methyl]-7-azabicyclo[2.2.1]heptan-2-yl]carbamate BrC=1C=C(C=CC1O)CN1[C@@H]2[C@H](C[C@H]1CC2)NC(OC(C)(C)C)=O |r|